(E)-4-(8-amino-3-(1-(4-(dimethylamino)-N-methylbut-2-enamido)ethyl)imidazo[1,5-a]pyrazin-1-yl)-N-(4-propylpyridin-2-yl)benzamide NC=1C=2N(C=CN1)C(=NC2C2=CC=C(C(=O)NC1=NC=CC(=C1)CCC)C=C2)C(C)N(C(\C=C\CN(C)C)=O)C